C1(CC1)OC1(CCN(CC1)C1=CN=NC(=C1)C1=C(C=CC=C1)O)C(=O)N(C)C1CCN(CC1)CC1CCN(CC1)C1=CC=C(C=C1)[C@@H]1C(NC(CC1)=O)=O |r| RAC-4-CYCLOPROPOXY-N-(1-((1-(4-(2,6-DIOXOPIPERIDIN-3-YL)PHENYL)PIPERIDIN-4-YL)METHYL)PIPERIDIN-4-YL)-1-(6-(2-HYDROXYPHENYL)PYRIDAZIN-4-YL)-N-METHYLPIPERIDINE-4-CARBOXAMIDE